dodecylbenzenesulphonate C(CCCCCCCCCCC)OS(=O)(=O)C1=CC=CC=C1